C1(=CC=CC=C1)N1CCN(CC1)CCC1=C(C(=NC(=N1)N)N)N (2-(4-phenylpiperazin-1-yl)ethyl)pyrimidine-2,4,5-triamine